(S)-N-(1-imino-1-oxohexahydro-1λ6-thiopyran-4-yl)-2-methylpropan-2-sulfinamide N=S1(CCC(CC1)N[S@@](=O)C(C)(C)C)=O